N[C@@H](CS(=O)CC=C)C(=O)O.[Al] aluminium (AlliiN)